4-[(2R)-3-(3,4-dihydro-1H-isoquinolin-2-yl)-2-hydroxypropyl]-8-(2-oxa-7-azaspiro[3.5]nonan-7-ylmethyl)-2,3-dihydro-1,4-benzoxazepin-5-one C1N(CCC2=CC=CC=C12)C[C@H](CN1CCOC2=C(C1=O)C=CC(=C2)CN2CCC1(COC1)CC2)O